ethyl 6-(3-acetyl-1-(2-((2S,4R)-2-(6-bromopyridin-2-ylcarbamoyl)-4-fluoropyrrolidin-1-yl)-2-oxoethyl)-1H-indazol-5-yl)pyrazolo[1,5-a]pyrimidine-2-carboxylate C(C)(=O)C1=NN(C2=CC=C(C=C12)C=1C=NC=2N(C1)N=C(C2)C(=O)OCC)CC(=O)N2[C@@H](C[C@H](C2)F)C(NC2=NC(=CC=C2)Br)=O